BrC=1C=2N(C(=C(C1)OCC(C)(C)O)C)N=CC2C#N 4-bromo-6-(2-hydroxy-2-methylpropyloxy)-7-methylpyrazolo[1,5-a]pyridine-3-carbonitrile